ClC=1C=C(C=CC1)[C@@H]1[C@H](C1)C(=O)NC1=NC=NC(=C1)NCC=1N=C2N(C=C(C=C2CN2CCOCC2)C2CC2)C1 |r| rac-(1S*,2S*)-2-(3-chlorophenyl)-N-(6-(((6-cyclopropyl-8-(morpholinomethyl)imidazo[1,2-a]pyridin-2-yl)methyl)amino)pyrimidin-4-yl)cyclopropane-1-carboxamide